NCC(=O)NCCCNCCCCNCCCN glycylspermin